(R)-6-chloro-3-((1-(2-cyano-3-(4-(4-fluorophenyl)piperazin-1-yl)-7-methylquinoxalin-5-yl)ethyl)amino)picolinic acid ClC1=CC=C(C(=N1)C(=O)O)N[C@H](C)C1=C2N=C(C(=NC2=CC(=C1)C)C#N)N1CCN(CC1)C1=CC=C(C=C1)F